C(C)(C)(C)C1=CC=C(C=C1)S(=O)(=O)NC(C=C)=O N-(4-t-butylbenzenesulfonyl)acrylamide